(±)-trans-4-(4-Methoxyphenyl)-1-methyl-2-oxopyrrolidine-3-carboxylic Acid COC1=CC=C(C=C1)[C@H]1[C@@H](C(N(C1)C)=O)C(=O)O |r|